ClC1=CC2=C(C=N1)C(OC2C)=O 6-chloro-1-methyl-1H-furo[3,4-c]pyridin-3-one